4-{4-amino-6-[4-(2-methylprop-2-enamido)phenyl]-7aH-cyclopenta[d]pyrimidin-5-yl}benzoic acid NC=1C=2C(N=CN1)C=C(C2C2=CC=C(C(=O)O)C=C2)C2=CC=C(C=C2)NC(C(=C)C)=O